ClC=1C(=NN(C1NC(=O)N[C@@H]1CN(C[C@H]1C1=CC(=C(C=C1)F)F)CCOC)C1=CC=CC=C1)C 1-(4-chloro-3-methyl-1-phenyl-1H-pyrazol-5-yl)-3-((3S,4R)-4-(3,4-difluorophenyl)-1-(2-methoxyethyl)pyrrolidin-3-yl)urea